(3R)-Benzyl 3-(1,4-dimethyl-1H-benzo[d][1,2,3]triazol-5-yl)-3-(3-((2-((4-ethylpiperidin-1-yl)methyl)-1H-imidazol-1-yl)methyl)-4-methylphenyl)-2-methylpropanoate CN1N=NC2=C1C=CC(=C2C)[C@H](C(C(=O)OCC2=CC=CC=C2)C)C2=CC(=C(C=C2)C)CN2C(=NC=C2)CN2CCC(CC2)CC